[N+](=O)([O-])C1=CC=C(OC2=CC=NC3=CN=C(C=C23)N2CCN(CC2)C(=O)OC(C)(C)C)C=C1 Tert-butyl 4-[4-(4-nitrophenoxy)-1,7-naphthyridin-6-yl]piperazine-1-carboxylate